5-chloro-2-(2-fluoro-4-pyridinyl)-4-[rac-(2R)-2-methylpiperazin-1-yl]-1H-pyrimidin-6-one ClC1=C(N=C(NC1=O)C1=CC(=NC=C1)F)N1[C@@H](CNCC1)C |r|